tert-butyl N-(3-azabicyclo[4.1.0]heptan-1-yl)carbamate C12(CNCCC2C1)NC(OC(C)(C)C)=O